Bromoethyl acetate C(C)(=O)OCCBr